N-(6-(2-(2-oxa-6-azaspiro[3.3]heptan-6-yl)ethoxy)pyridin-3-yl)-5-(1H-imidazol-1-yl)-1H-pyrazolo[3,4-c]pyridine-7-carboxamide C1OCC12CN(C2)CCOC2=CC=C(C=N2)NC(=O)C=2N=C(C=C1C2NN=C1)N1C=NC=C1